ethyl 4-[(2s)-3-(3-carbamimidoylphenyl)-2-[(2,4,6-triisopropylphenyl)sulfonylamino]propanoyl]piperazine-1-carboxylate C(N)(=N)C=1C=C(C=CC1)C[C@@H](C(=O)N1CCN(CC1)C(=O)OCC)NS(=O)(=O)C1=C(C=C(C=C1C(C)C)C(C)C)C(C)C